[(2R,3S,4R,5R)-5-[2-chloro-4-[[(1R)-1-[4-(trifluoromethyl)-phenyl]ethyl]amino]-pyrrolo[2,3-d]-pyrimidin-7-yl]-3,4-dihydroxy-tetrahydro-furan-2-yl]methoxy-methylphosphonic acid ClC=1N=C(C2=C(N1)N(C=C2)[C@H]2[C@@H]([C@@H]([C@H](O2)COCP(O)(O)=O)O)O)N[C@H](C)C2=CC=C(C=C2)C(F)(F)F